FC(C(=O)O)(F)F.FC(C(=O)O)(F)F.C(N)(=N)C1=CC=C(CNC([C@H](C)NC([C@@H](CCC2=CC=CC=C2)NCCC2=CC(=CC=C2)OC(F)(F)F)=O)=O)C=C1 (R)-N-((S)-1-((4-carbamimidoylbenzyl)amino)-1-oxopropan-2-yl)-4-phenyl-2-((3-(trifluoromethoxy)phenethyl)amino)butanamide di-trifluoroacetate salt